3-(1-Acetyl-4-hydroxypiperidin-4-yl)-5-(((R)-1-(3-(difluoromethyl)-2-fluorophenyl)ethyl)amino)-1,7-dimethyl-8-(((S)-1-methylpyrrolidin-2-yl)ethynyl)-1,6-naphthyridin-2(1H)-one C(C)(=O)N1CCC(CC1)(O)C=1C(N(C2=C(C(=NC(=C2C1)N[C@H](C)C1=C(C(=CC=C1)C(F)F)F)C)C#C[C@H]1N(CCC1)C)C)=O